NC1=NC=2C=CC(=CC2C2=C1C=NN2C)C(=O)N([C@H]2COC1=C2C=CC(=C1)S(F)(F)(F)(F)F)C 4-amino-N,1-dimethyl-N-((3R)-6-(pentafluoro-lambda~6~-sulfanyl)-2,3-dihydro-1-benzo-furan-3-yl)-1H-pyrazolo[4,3-c]-quinoline-8-carboxamide